C(C)N1CCN(CC1)C1=CC(=C(C=C1)NC1=NC=C(C(=N1)NCCCN1C(CCCC1)=O)C(F)(F)F)C 1-(3-((2-((4-(4-ethylpiperazin-1-yl)-2-methylphenyl)amino)-5-(trifluoromethyl)pyrimidin-4-yl)amino)propyl)piperidin-2-one